CC1=NOC(=C1C1=CC=C2C(=N1)NN=C2C2=NC(=NC=C2C(F)(F)F)N[C@@H]2[C@H](CCC2)N)C (1S,2S)-N1-[4-[6-(3,5-dimethylisoxazol-4-yl)-1H-pyrazolo[3,4-b]pyridin-3-yl]-5-(trifluoromethyl)pyrimidin-2-yl]cyclopentane-1,2-diamine